3-(3-(4-(3-aminophenyl)piperazin-1-yl)propyl)-7-fluoroisoquinolin-1(2H)-one NC=1C=C(C=CC1)N1CCN(CC1)CCCC=1NC(C2=CC(=CC=C2C1)F)=O